OC1=CC(=NC=C1)C1=NC=CC(=C1)O 4,4'-dihydroxyl-2,2'-bipyridine